(thiazol-4-yl)benzene S1C=NC(=C1)C1=CC=CC=C1